t-butyl-peroxybenzene C(C)(C)(C)OOC1=CC=CC=C1